(R)-8-(5-((5-((5-bromo-2-nitrophenyl)amino)-4-methylpentyl)oxy)-1-methyl-1H-pyrazole-4-yl)imidazo[1,2-a]pyridine-6-carboxylic acid methyl ester COC(=O)C=1C=C(C=2N(C1)C=CN2)C=2C=NN(C2OCCC[C@H](CNC2=C(C=CC(=C2)Br)[N+](=O)[O-])C)C